FC1(CCC2=C1N=C(N=C2C2=CC=C(C=C2)C2(CS(C2)(=O)=O)NC(OCC2=CC=CC=C2)=O)S(=O)(=O)C)F benzyl N-[3-[4-(7,7-difluoro-2-methylsulfonyl-5,6-dihydrocyclopenta[d]pyrimidin-4-yl)phenyl]-1,1-dioxo-thietan-3-yl]carbamate